N(=[N+]=[N-])[C@H](C(=O)OCC)[C@H](C1=CC=CC=C1)O ethyl (2S,3S)-2-azido-3-hydroxy-3-phenylpropionate